N=1ON=C2C1C=CC(=C2)CO benzo[c][1,2,5]oxadiazol-5-yl-methanol